CN(C/C=C/C(=O)N1CC2=C(C3=C(N=CN=C3NC3=CC(=C(OC=4C=C(C=CC4)B(O)O)C=C3)C)S2)CC1)C (E)-(3-(4-((7-(4-(dimethylamino)but-2-enoyl)-5,6,7,8-tetrahydropyrido[4',3':4,5]thieno[2,3-d]pyrimidin-4-yl)amino)-2-methylphenoxy)phenyl)boronic acid